C(C)C(CC1=C2C(=C(S1)CC(CCCC)CC)C(C=1C(=C(SC1C=1SC=CN1)C=1SC=CC1)C2=O)=O)CCCC 1,3-bis(2-ethylhexyl)-5-(thiazol-2-yl)-7-(thiophen-2-yl)-4H,8H-benzo[1,2-c:4,5-c']dithiophene-4,8-dione